(3S)-7-((3S,5R)-4-acryloyl-3,5-dimethylpiperazin-1-yl)-10-(2,4-difluoro-5-iodophenyl)-3-(methoxymethyl)-9-(trifluoromethyl)-2,3-dihydro-5H-[1,4]thiazino[2,3,4-ij]quinazolin-5-one C(C=C)(=O)N1[C@H](CN(C[C@H]1C)C1=NC(N2C3=C(C(=C(C=C13)C(F)(F)F)C1=C(C=C(C(=C1)I)F)F)SC[C@@H]2COC)=O)C